2-(3-chloro-2-butenyl)-2-isobutyl-1,3-propylene glycol diisopropyl ether C(C)(C)OCC(COC(C)C)(CC(C)C)CC=C(C)Cl